[Cl-].[Cl-].C(CCC)C1=CC=C(C=C1)C(=[Zr+2](C1=C(C(=CC=2C3=CC(=C(C=C3CC12)C)C(C)(C)C)C(C)(C)C)C)C1C=CC=C1)C1=CC=C(C=C1)CCCC di-(p-n-butyl-phenyl)methylene(cyclopentadienyl)(2,7-dimethyl-3,6-di-tert-butylfluorenyl)zirconium dichloride